methyl 4-(5-(4-(dimethylamino)phenyl)oxazol-2-yl)benzoate CN(C1=CC=C(C=C1)C1=CN=C(O1)C1=CC=C(C(=O)OC)C=C1)C